(S)-2-((2-((S)-4-(difluoromethyl)-2-carbonyloxazolidin-3-yl)-5,6-dihydroimidazo[1,2-d]pyrido[3,2-f][1,4]oxazepin-9-yl)amino)propanamide FC([C@H]1N(C(OC1)=C=O)C=1N=C2N(CCOC3=C2C=CC(=N3)N[C@H](C(=O)N)C)C1)F